3-(4-(5-(4-iodo-1H-imidazol-1-yl)pent-1-yn-1-yl)-1-oxoisoindolin-2-yl)piperidine-2,6-dione IC=1N=CN(C1)CCCC#CC1=C2CN(C(C2=CC=C1)=O)C1C(NC(CC1)=O)=O